OCCN(CCC[Si](OCC)(OCC)OCC)CCO N,N-bis(β-hydroxyethyl)-γ-aminopropyltriethoxysilane